FC=1C(=NN(C1)CC=1C=C(C=CC1)CCC(=O)OCC)C1=CC(=CC=C1)OC=1C(=C2C=CNC2=CC1F)C ethyl 3-(3-((4-fluoro-3-(3-((6-fluoro-4-methyl-1H-indol-5-yl)oxy)phenyl)-1H-pyrazol-1-yl)methyl)phenyl)propanoate